[Si](C)(C)(C(C)(C)C)C=1SC=CN1 2-(t-butyldimethylsilyl)thiazole